FC1=C(CN2N=CC=3C(N(C=CC32)C3=CC(=NC=C3F)N[C@H](CO)CC)=O)C(=CC=C1)F (S)-1-(2,6-Difluorobenzyl)-5-(5-fluoro-2-((1-hydroxybutan-2-yl)amino)pyridin-4-yl)-1,5-dihydro-4H-pyrazolo[4,3-c]pyridin-4-one